(imino(methylthio)methyl)-2,4-dimethylbenzoic acid methyl ester COC(C1=C(C(=C(C=C1)C)C(SC)=N)C)=O